FC(OC1=C(OCC2CN(CCC2)C(=O)OC(C)(C)C)C=CC=C1)(F)F tert-butyl 3-((2-(trifluoromethoxy)phenoxy)methyl)piperidine-1-carboxylate